CC(CCNC(C1=CC=C(C=C1)C)=O)C (2S)-3-methyl-1-[(4-methylbenzoyl)amino]butan